methyl-1-norbornene-2,3-dicarboxylic anhydride CC12C(=C3CCC1C3)C(=O)OC2=O